3-bromoindenoquinolinone BrC=1C(N=C2C=3C(=CC=C2C1)C=1C=CC=CC1C3)=O